[4-[[3-[4-(difluoromethoxy)phenyl]imidazo[1,2-a]pyrazin-8-yl]amino]-2-methyl-phenyl]-[4-(piperidine-4-carbonyl)piperazin-1-yl]methanone hydrochloride Cl.FC(OC1=CC=C(C=C1)C1=CN=C2N1C=CN=C2NC2=CC(=C(C=C2)C(=O)N2CCN(CC2)C(=O)C2CCNCC2)C)F